ClC1=CC(=NC=C1)N1N(C(=C(C1=O)NC(C1=CC=C(C=C1)OC(F)(F)F)=O)C1=C(C=C(C=C1F)OC)F)C N-[2-(4-chloropyridin-2-yl)-5-(2,6-difluoro-4-methoxyphenyl)-1-methyl-3-oxo-2,3-dihydro-1H-pyrazol-4-yl]-4-(trifluoromethoxy)benzamide